ClC1=NC2=CC=CC=C2C=C1C=NO 2-chloroquinoline-3-formaldoxime